ClC1=CN=C(C2=C(C=CC=C12)NCC1=CC=C(C=C1)OC)C#N 4-chloro-8-((4-methoxybenzyl)amino)isoquinoline-1-carbonitrile